CC(CCC(=O)O)CC(=CC)C 4,6-dimethyl-6-octenoic acid